(S)-9-(4-(2-(hydroxymethyl)pyrrolidine-1-carbonyl)benzyl)-2-(2-isopropylphenyl)-7,9-dihydro-8H-purin-8-one OC[C@H]1N(CCC1)C(=O)C1=CC=C(CN2C3=NC(=NC=C3NC2=O)C2=C(C=CC=C2)C(C)C)C=C1